C(C)C(C(=O)O)C(=O)NC1=C(C=CC(=C1)C=1SC=CC1F)C#N.CN(CC(=O)O)CCCCC N-methyl-Pentylglycine ethyl-3-((2-cyano-5-(3-fluorothiophen-2-yl)phenyl)amino)-3-oxopropanoate